CC1CCC(=C2CC(CCC12)=C)C(C)C 1,2,3,5,6,7,8,8a-octahydro-1-methyl-6-methylene-4-(1-methylethyl)naphthalene